NC1CN(C1)C(=O)C=1C=C(CC2=NNC(C3=CC=CC=C23)=O)C=CC1F 4-(3-(3-aminoazetidine-1-carbonyl)-4-fluorobenzyl)phthalazin-1(2H)-one